[5-(dimethylamino)1-naphthalenesulfonyl]-glutamylglycylarginyl chloromethyl ketone ClCC(=O)C([C@@H](NC(CNC([C@@H](NS(=O)(=O)C1=CC=CC2=C(C=CC=C12)N(C)C)CCC(=O)O)=O)=O)CCCNC(N)=N)=O